trimethylchloromethylammonium cadmium chlorate Cl(=O)(=O)[O-].[Cd].C[N+](CCl)(C)C